thiophen-2-yl(4-(thiophen-2-yl)-[1,2,3]triazolo[1,5-a]quinoxalin-3-yl)methanone S1C(=CC=C1)C(=O)C=1N=NN2C1C(=NC1=CC=CC=C21)C=2SC=CC2